C(C)(C)(C)N(C(=O)OCC1=CC(=CC(=C1)OCC1=NC2=CC=CC=C2C=C1)OCCC)C1=CC(=CC=C1)C(NCC1=NC=C(C=C1)Br)=O (3-propoxy-5-(quinolin-2-ylmethoxy)phenyl)methanol Tert-butyl-(3-(((5-bromopyridin-2-yl)methyl)carbamoyl)phenyl)carbamate